1-(4-(tert-Butyl)phenyl-3-(3-methylaminopiperidin-1-carbonyl)-1H-pyrazol-5-yl)benzonitril C(C)(C)(C)C1=CC=C(C=C1)N1N=C(C=C1C1(C#N)CC=CC=C1)C(=O)N1CC(CCC1)NC